3-(2',4'-dibromophenoxy)propionic acid BrC1=C(OCCC(=O)O)C=CC(=C1)Br